benzyl 4-[2-(cyclopropylamino)-8-[4-[2-(dimethylamino)ethoxy]phenyl]-7-oxo-pyrido[2,3-d]pyrimidin-6-yl]-8-methyl-2,3-dihydroquinoxaline-1-carboxylate C1(CC1)NC=1N=CC2=C(N1)N(C(C(=C2)N2CCN(C1=C(C=CC=C21)C)C(=O)OCC2=CC=CC=C2)=O)C2=CC=C(C=C2)OCCN(C)C